3-{[6-butyl-4-(4-fluorophenyl)quinolin-2-yl](methyl)amino}-2-methylpropanoic acid C(CCC)C=1C=C2C(=CC(=NC2=CC1)N(CC(C(=O)O)C)C)C1=CC=C(C=C1)F